N-(2-(3-(Dimethylamino)propoxy)-5-(3'-methyl-2'-oxo-2',3'-dihydrospiro[cyclopropane-1,1'-pyrrolo[2,3-c]quinolin]-8'-yl)pyridin-3-yl)-1-phenylmethanesulfonamide CN(CCCOC1=NC=C(C=C1NS(=O)(=O)CC1=CC=CC=C1)C1=CC=2C3=C(C=NC2C=C1)N(C(C31CC1)=O)C)C